methyl (S)-2-((4-(6-((5-acetyl-2-fluorobenzyl)oxy)pyridin-2-yl)piperidin-1-yl)methyl)-1-(oxetan-2-ylmethyl)-1H-benzo[d]imidazole-6-carboxylate C(C)(=O)C=1C=CC(=C(COC2=CC=CC(=N2)C2CCN(CC2)CC2=NC3=C(N2C[C@H]2OCC2)C=C(C=C3)C(=O)OC)C1)F